[O-]S(=O)(=O)C(F)(F)F.C(#N)CN1C=[NH+]C=C1 1-cyanomethyl-imidazolium triflate salt